3-acryloxypropionic acid C(C=C)(=O)OCCC(=O)O